tert-Butyl (1-(1-(4-methyl-5-((1R,5S)-2-oxo-3-azabicyclo[3.1.0]hexan-3-yl)pyrimidin-2-yl)ethyl)-1H-pyrazol-4-yl)carbamate CC1=NC(=NC=C1N1C([C@@H]2C[C@@H]2C1)=O)C(C)N1N=CC(=C1)NC(OC(C)(C)C)=O